4-amino-7-methoxy-1-(2-methylpyridin-3-yl)quinazolin-2(1H)-one NC1=NC(N(C2=CC(=CC=C12)OC)C=1C(=NC=CC1)C)=O